NC1=CC=C(C=N1)C1=NC(=NC(=N1)N1CCOCC1)N1CCN(CC1)C(CCCCC(=O)OCC)=O ethyl 6-(4-(4-(6-aminopyridin-3-yl)-6-morpholino-1,3,5-triazin-2-yl) piperazin-1-yl)-6-oxohexanoate